2-(1-(but-3-en-1-yl)-1H-pyrrolo[2,3-b]pyridin-2-yl)-7-methoxy-1-((5-(2-vinylphenyl)pyridin-3-yl)methyl)-1H-benzo[d]imidazole-5-carboxylic acid methyl ester COC(=O)C1=CC2=C(N(C(=N2)C2=CC=3C(=NC=CC3)N2CCC=C)CC=2C=NC=C(C2)C2=C(C=CC=C2)C=C)C(=C1)OC